N-[(4-formyl-3-nitrophenyl)methyl]-N-(2-methanesulfonylpyridin-3-yl)propanamide C(=O)C1=C(C=C(C=C1)CN(C(CC)=O)C=1C(=NC=CC1)S(=O)(=O)C)[N+](=O)[O-]